FC([C@@](C(=O)N1CC2=CC(=CC(=C2C1)[C@H]1NCCC1)C=1C=C2C(=NC1)NC=C2C)(C)O)(F)F (S)-3,3,3-trifluoro-2-hydroxy-2-methyl-1-(6-(3-methyl-1H-Pyrrolo[2,3-b]pyridin-5-yl)-4-((S)-pyrrolidin-2-yl)isoindolin-2-yl)propan-1-one